C(C=C)(=O)OCC1OC(OC1)(CC(C)C)C 4-acryloyloxymethyl-2-methyl-2-isobutyl-1,3-dioxolane